ClC1=C(CN2C[C@H](N(CC2)C(=O)OC=2C=NC=C(C2)C(N)=O)C)C=CC=C1C(F)(F)F (R)-5-Carbamoylpyridin-3-yl 4-(2-chloro-3-(trifluoromethyl)benzyl)-2-methylpiperazine-1-carboxylate